2-(2-(benzyloxy)-4-(trifluoromethyl)phenyl)acetyl chloride C(C1=CC=CC=C1)OC1=C(C=CC(=C1)C(F)(F)F)CC(=O)Cl